C(N)(=O)N(C1=CC=C(C(=N1)OC)C1CCN(CC1)C(=O)OC(C)(C)C)CCC#N tert-butyl 4-[6-[carbamoyl(2-cyanoethyl)amino]-2-methoxy-3-pyridyl]piperidine-1-carboxylate